O1CCC(CC1)CN1C(C(=CC1=O)C1=C(C=CC=C1)OC(F)(F)F)=O 1-((tetrahydro-2H-pyran-4-yl)methyl)-3-(2-(trifluoromethoxy)phenyl)-1H-pyrrole-2,5-dione